C1(CC1)C=1NC(=NN1)C1CC2(CN(C2)C(=O)N2CC(C2)C=2C=NC(=CC2)N(C2=CC=CC=C2)C)C1 [6-(5-cyclopropyl-4H-1,2,4-triazol-3-yl)-2-azaspiro[3.3]heptan-2-yl]-[3-[6-(N-methylanilino)-3-pyridyl]azetidin-1-yl]methanone